ethyl 4-(3-methyl-1H-pyrazol-1-yl)piperidine-4-carboxylate CC1=NN(C=C1)C1(CCNCC1)C(=O)OCC